5-(3-fluoroimidazo[1,2-a]pyridin-6-yl)-N-(trans-4-morpholinocyclohexyl)-7H-pyrrolo[2,3-d]pyrimidin-4-amine FC1=CN=C2N1C=C(C=C2)C2=CNC=1N=CN=C(C12)N[C@@H]1CC[C@H](CC1)N1CCOCC1